N'-{4-[(4,5-dichloro-1,3-thiazol-2-yl)oxy]-2,5-dimethylphenyl}-N-ethyl-N-methylformamidine ClC=1N=C(SC1Cl)OC1=CC(=C(C=C1C)N=CN(C)CC)C